C(C)(C)(C)OC(=O)N1[C@@H](CCC1)C=1C=C(C=C2CCN(CC12)C(=O)C=1C=NN(C1)C1CC1)C=1C=C2C(=NC1)NC=C2C (S)-2-(2-(1-cyclopropyl-1H-pyrazole-4-carbonyl)-6-(3-methyl-1H-pyrrolo[2,3-b]pyridine-5-yl)-1,2,3,4-tetrahydroisoquinolin-8-yl)pyrrolidine-1-carboxylic acid tert-butyl ester